N1=C(C=CC=C1)C1=C(C=CC=C1)O.[Li] Lithium 2-(2-pyridyl)phenol